5-[7-[[5-[2-methoxyethyl(methyl)amino]-2-pyridyl]amino]-3-methyl-imidazo[4,5-b]pyridin-5-yl]oxy-4-methyl-pyridine-2-carbonitrile COCCN(C=1C=CC(=NC1)NC1=C2C(=NC(=C1)OC=1C(=CC(=NC1)C#N)C)N(C=N2)C)C